COC1=CC=C(C=C1)[C@H]1OC[C@H]2N1C([C@H]1[C@@H]2[C@H]1C(=O)OCC)=O (3R,5aS,6R,6aR,6bS)-ethyl 3-(4-methoxyphenyl)-5-oxohexahydro-1H-cyclopropa[3,4]pyrrolo[1,2-c]oxazole-6-carboxylate